(S)-3-(3-Ethyl-2-oxo-8-oxa-1,4-diazaspiro[4.5]dec-3-en-1-yl)-N-(7-oxo-1-(5-phenyl-1H-imidazol-2-yl)nonyl)propanamid C(C)C=1C(N(C2(N1)CCOCC2)CCC(=O)N[C@@H](CCCCCC(CC)=O)C=2NC(=CN2)C2=CC=CC=C2)=O